[Si](C)(C)(C(C)(C)C)OCCSC1=C(SC(=C1)I)C(=O)OC methyl 3-((2-((tert-butyldimethylsilyl)oxy)ethyl)thio)-5-iodothiophene-2-carboxylate